C1(CC1)C1=NNC(=N1)C1=CC=C(C=C1)C1CN(C1)C(=O)OC(C)(C)C Tert-Butyl 3-[4-(3-cyclopropyl-1H-1,2,4-triazol-5-yl)phenyl]azetidine-1-carboxylate